NC1CCN(CC1)C(=O)C1=CC=C(C=C1)N1C(=NC=2C1=NC(=CC2)C2=CC=CC=C2)C=2C(=NC=CC2)N (4-amino-1-piperidyl)-[4-[2-(2-amino-3-pyridyl)-5-phenyl-imidazo[4,5-b]pyridin-3-yl]phenyl]methanone